FC1=C(C=CC(=C1F)OC)C1=CN=C2N1C=CN=C2NC2=CC(=C(C(=O)NCC1CNCC1)C=C2)C 4-[[3-(2,3-difluoro-4-methoxyphenyl)imidazo[1,2-a]pyrazin-8-yl]amino]-2-methyl-N-(pyrrolidin-3-ylmethyl)benzamide